toluidin diisocyanate [N-]=C=O.[N-]=C=O.NC=1C(=CC=CC1)C